2,2-Dimethoxy-2-phenylacetophenon COC(C(=O)C1=CC=CC=C1)(C1=CC=CC=C1)OC